anisole chloride [Cl-].C1(=CC=CC=C1)OC